2-methyl-2H-indazol-6-ol CN1N=C2C=C(C=CC2=C1)O